3,7-dichloro-8,8-dichloromethylquinoline ClC=1C=NC=2C(C(C=CC2C1)Cl)(CCl)CCl